[Si].[U] uranium-silicon